tert-butyl (1-(3-bromo-5-chloro-2-formylphenyl)-3-(methoxymethyl)pyrrolidin-3-yl)carbamate BrC=1C(=C(C=C(C1)Cl)N1CC(CC1)(COC)NC(OC(C)(C)C)=O)C=O